dopamine 2-aminoethyl-methacrylate NCCOC(C(=C)C)=O.NCCC1=CC(O)=C(O)C=C1